(5R)-2-[3-fluoro-2-(trifluoromethyl)pyridine-4-carbonyl]-9,9-dimethyl-8-oxo-2-azaspiro[4.5]dec-6-ene-7-carbonitrile FC=1C(=NC=CC1C(=O)N1C[C@]2(CC1)C=C(C(C(C2)(C)C)=O)C#N)C(F)(F)F